FC1=CC=C(C=C1)C1=CC(=CC=C1)[C@H](CC(=O)OCC)NC(=O)NC=1C(N(C=C(C1O)C)C)=O ethyl (S)-3-(4'-fluorobiphenyl-3-yl)-3-(3-(4-hydroxy-1,5-dimethyl-2-oxo-1,2-dihydro pyridin-3-yl) ureido)propanoate